3,4-dichloro-5-hydroxy-1-(naphthalen-1-ylmethyl)-1H-pyrrol-2(5H)-one ClC=1C(N(C(C1Cl)O)CC1=CC=CC2=CC=CC=C12)=O